2-(2-pyridyldithio)-benzyl alcohol N1=C(C=CC=C1)SSC1=C(CO)C=CC=C1